ClC=1C=C(C=CC1)[C@H]1C[C@](C(N([C@@H]1C1=CC=C(C=C1)Cl)[C@H]([C@H](C)O)C1CC1)=O)(C)CC(=O)O 2-((3R,5R,6S)-5-(3-Chlorophenyl)-6-(4-chlorophenyl)-1-((1S,2S)-1-cyclopropyl-2-hydroxypropyl)-3-methyl-2-oxopiperidin-3-yl)acetic acid